(3R)-4-[4-[(2,6-Dioxopiperidin-3-yl)oxy]phenyl]-3-methylpiperazine-1-carboxylic acid tert-butyl ester C(C)(C)(C)OC(=O)N1C[C@H](N(CC1)C1=CC=C(C=C1)OC1C(NC(CC1)=O)=O)C